C1(=C(C(=C(C(=C1[2H])[2H])[2H])[2H])[2H])N1C=2C=CC=CC2C=2C3=C(C(=CC12)B(O)O)C=CC=C3 (7-(phenyl-d5)-7H-benzo[c]carbazol-5-yl)boronic acid